[3-(3,3-difluoropyrrolidin-1-yl)-2,2-dimethylcyclobutyl]carbamic acid tert-butyl ester C(C)(C)(C)OC(NC1C(C(C1)N1CC(CC1)(F)F)(C)C)=O